ClC1=CC2=C(N(C(N=C2N2C[C@H](N(C[C@@H]2C)C(=O)OC(C)(C)C)C)=O)C2=C(C=NN2C(C)C)C(C)C)N=C1C1=C(C=CC=C1)F tert-butyl (2R,5S)-4-(6-chloro-1-(1,4-diisopropyl-1H-pyrazol-5-yl)-7-(2-fluorophenyl)-2-oxo-1,2-dihydropyrido[2,3-d]pyrimidin-4-yl)-2,5-dimethylpiperazine-1-carboxylate